NC1=NC=C(C=C1OC=1C=CC(=C(C1)NC(C1=CC(=CC=C1)OC)=O)F)Cl N-(5-((2-amino-5-chloropyridin-3-yl)oxy)-2-fluorophenyl)-3-methoxybenzamide